CC1=NC(=NC(=C1)C)C#N 4,6-dimethylpyrimidine-2-carbonitrile